N1CC(CCC1)NC1=NC=C(C(=N1)C=1C=C(NC1)C(=O)NC=1SC=CN1)C(F)(F)F 4-{2-[(piperidin-3-yl)amino]-5-(trifluoromethyl)pyrimidin-4-yl}-N-(1,3-thiazol-2-yl)-1H-pyrrol-2-carboxamide